8-(3,4-Dimethoxyphenyl)-2-methoxy-1H-phenalen-1-one COC=1C=C(C=CC1OC)C=1C=C2C=CC=C3C=C(C(C(C1)=C32)=O)OC